C(CC(C)(C(=O)O)C(=O)O)(C(=O)O)C(=O)O 1,1,3,3-butanetetracarboxylic acid